3',5'-diphenyl-biphenyl-4-amine C1(=CC=CC=C1)C=1C=C(C=C(C1)C1=CC=CC=C1)C1=CC=C(C=C1)N